C(=O)(O)C1=C2C=CC(C(=C3C=CC(=C(C=4C=CC(=C(C5=CC=C1N5)C(=O)O)N4)C(=O)O)N3)C(=O)O)=N2.[Zn] zinc tetracarboxylporphyrin